3-(1H-Benzo[d]imidazol-2-yl)-5-chloro-3-(2-hydroxyphenyl)-1-methylindolin-2-one N1C(=NC2=C1C=CC=C2)C2(C(N(C1=CC=C(C=C21)Cl)C)=O)C2=C(C=CC=C2)O